C(C)OC(=O)C1=CN(C2=NC(=CC(=C2C1=O)C)Cl)C1=NC(=NS1)C1=NC=CN=C1 7-chloro-5-methyl-4-oxo-1-[3-(pyrazin-2-yl)-1,2,4-thiadiazol-5-yl]-1,4-dihydro-1,8-naphthyridine-3-carboxylic acid ethyl ester